(3S,4S)-4-fluoro-1-(7-methoxy-4-(1-methyl-3-phenyl-1H-pyrazol-4-yl)quinazolin-6-yl)piperidin-3-ol F[C@@H]1[C@H](CN(CC1)C=1C=C2C(=NC=NC2=CC1OC)C=1C(=NN(C1)C)C1=CC=CC=C1)O